(methoxymethyl)diethoxyvinylsilane COC[SiH2]C=C(OCC)OCC